vitamin C potassium salt [K].OC=1[C@H](OC(C1O)=O)[C@H](CO)O